COC(C1=C(C=C(C=C1)N1C(CC2(CC(C2)(OC)OC)CC1([2H])[2H])([2H])[2H])OC=1C=C2C(=NC1)NC=C2)=O 2-((1H-pyrrolo[2,3-b]pyridin-5-yl)oxy)-4-(2,2-dimethoxy-7-azaspiro[3.5]non-7-yl-6,6,8,8-d4)benzoic acid methyl ester